5'-fluoro-6'-(2-fluorocyclopropyl)-2'-(4-methoxybenzyl)-2',3'-dihydro-1'H-spiro[cyclopropane-1,4'-isoquinolin]-1'-one FC1=C2C3(CN(C(C2=CC=C1C1C(C1)F)=O)CC1=CC=C(C=C1)OC)CC3